2-amino-5-(carbamoylamino)pentanoic acid NC(C(=O)O)CCCNC(N)=O